benzyl 4-[2-[(2,4-dimethoxyphenyl) methylamino]-8-[4-[2-methoxyethyl (methyl) amino] phenyl]-7-oxo-pyrido[2,3-d]pyrimidin-6-yl]-8-methyl-2,3-dihydroquinoxaline-1-carboxylate COC1=C(C=CC(=C1)OC)CNC=1N=CC2=C(N1)N(C(C(=C2)N2CCN(C1=C(C=CC=C21)C)C(=O)OCC2=CC=CC=C2)=O)C2=CC=C(C=C2)N(C)CCOC